C(C1=CC=CC=C1)OC(=O)N1C[C@@H]([C@@H](C1)CO)NS(=O)(=O)C=1C(=C(N(C1)C)C(=O)OCC)F ethyl 4-(N-((3r,4r)-1-((benzyloxy) carbonyl)-4-(hydroxymethyl) pyrrolidin-3-yl) sulfamoyl)-3-fluoro-1-methyl-1H-pyrrole-2-carboxylate